C1=C2C=CC=C3C4=C5C(CC=6C=CC=C(C(C=C1)=C23)C64)=C6C=CC=CC6=C5 indeno-perylene